hydroxy-5-methylpyrido[3,2-d]pyrimidin-6(5H)-one OC=1N=CC2=C(N1)C=CC(N2C)=O